C1(CC1)C=1N=CC=2N(C1[C@H](C=1N=NN(C1)C1=CC(=C(OCC(C)(O)C)C=C1)F)O)C=NC2 (4-{4-[(R)-(6-cyclopropyl-imidazo[1,5-a]pyrazin-5-yl)-hydroxy-methyl]-[1,2,3]triazol-1-yl}-2-fluoro-phenoxy)-2-methyl-propan-2-ol